3-(5-Amino-6-(2H-1,2,3-triazol-2-yl)pyrazin-2-yl)-N-(3-(hydroxymethyl)bicyclo[1.1.1]pentan-1-yl)-4-(methyl-d3)benzenesulfonamide Trifluoroacetate Salt FC(C(=O)O)(F)F.NC=1N=CC(=NC1N1N=CC=N1)C=1C=C(C=CC1C([2H])([2H])[2H])S(=O)(=O)NC12CC(C1)(C2)CO